((S)-1-amino-3-hydroxy-1-oxopropan-2-yl)-2-methyl-5-(1-phenylethoxy)benzofuran-3-carboxamide NC([C@H](CO)C1=C(C=CC2=C1C(=C(O2)C)C(=O)N)OC(C)C2=CC=CC=C2)=O